3-[(6S)-6-methyl-3-(3-methyl-1H-pyrrolo[2,3-b]pyridin-4-yl)-5-(prop-2-enoyl)-4,5,6,7-tetrahydropyrazolo[1,5-a]pyrazin-2-yl]benzonitrile C[C@@H]1N(CC=2N(C1)N=C(C2C2=C1C(=NC=C2)NC=C1C)C=1C=C(C#N)C=CC1)C(C=C)=O